ClC=1C=C(C(=NC1)CN1N=C2N([C@@H](CC[C@H]2O)C(=O)N2C[C@H](CC2)F)C1=O)F |&1:15| (5S,8RS)-2-[(5-Chloro-3-fluoropyridin-2-yl)methyl]-5-{[(3S)-3-fluoropyrrolidin-1-yl]carbonyl}-8-hydroxy-5,6,7,8-tetrahydro[1,2,4]triazolo[4,3-a]pyridin-3(2H)-one